1-(6-bromopyridin-3-yl)-N3,N3-diethyl-N1-methylpropane-1,3-diamine BrC1=CC=C(C=N1)C(CCN(CC)CC)NC